O1[C@@H]([C@@H](O)C(=O)C=2C(O)=CC(O)=CC12)C1=CC(O)=C(O)C=C1 taxifoline